1-Benzyl-4-(trifluoromethyl)-2,5-dihydro-1H-pyrrole-3-carboxylate C(C1=CC=CC=C1)N1CC(=C(C1)C(F)(F)F)C(=O)[O-]